3-[5-(6-aminoisoquinolin-1-yl)-1-oxo-2,3-dihydro-1H-isoindol-2-yl]piperidine-2,6-dione NC=1C=C2C=CN=C(C2=CC1)C=1C=C2CN(C(C2=CC1)=O)C1C(NC(CC1)=O)=O